FC(C=1C=C(C=C(C1)C(F)(F)F)N=O)(F)F 3,5-bis(trifluoromethyl)nitrosobenzene